2-methyl-2-(4-methylpent-3-en-1-yl)-7-pentyl-2H-chromen-5-yl nicotinate C(C1=CN=CC=C1)(=O)OC1=C2C=CC(OC2=CC(=C1)CCCCC)(CCC=C(C)C)C